O1C(CCCC1)O[C@H]1[C@@H]([C@@H](O[C@@H]1COC1OCCCC1)N1C=C2CCCSC=3C2=C1N=CN3)O 2-[3,5-Bis-O-(tetrahydropyran-2-yl)-β-D-arabinofuranosyl]-2,7,8,9-tetrahydro-6-thia-2,3,5-triaza-benzo[cd]azulene